ClC1=C(C=C(C=C1)F)C1=CC=C(N=N1)CNC1[C@@H]2CN(C[C@H]12)CCC(C)(C)C (1r,5s,6s)-N-((6-(2-chloro-5-fluoro-phenyl)pyridazin-3-yl)methyl)-3-(3,3-dimethylbutyl)-3-azabicyclo[3.1.0]hexane-6-amine